C(C(C)C)C1=CC=C(CC(C(=O)C2=CC=C(C=C2)N2CCOCC2)(CC)N(C)C)C=C1 2-(4-isobutylbenzyl)-2-(dimethylamino)-1-(4-morpholinophenyl)butan-1-one